5-((4-fluorophenyl)sulfonyl)-2-(5-(((triisopropylsilyl)oxy)methyl)-1,3,4-oxadiazol-2-yl)pyridin-3-amine FC1=CC=C(C=C1)S(=O)(=O)C=1C=C(C(=NC1)C=1OC(=NN1)CO[Si](C(C)C)(C(C)C)C(C)C)N